C(CCCCCCCCCCC)OC=1C(C(=O)O)=CC=CC1 Dodecyl-salicylic acid